COC1=C(C(=CC=C1)OC)C1=CC(=NN1CC(C)C)C(=O)N[C@H](CC(=O)NCC(=O)OC)CC(C)C (S)-Methyl 2-(3-(5-(2,6-dimethoxyphenyl)-1-isobutyl-1H-pyrazole-3-carboxamido)-5-methylhexanamido)acetate